N-(2,6-dichlorophenyl)-2-(ethyl((4-oxo-3,4-dihydroquinazolin-2-yl)methyl)amino)acetamide ClC1=C(C(=CC=C1)Cl)NC(CN(CC1=NC2=CC=CC=C2C(N1)=O)CC)=O